Cl.CN(C=1SC2=C(N=NC(=C2)C2=C(C=C(C=C2)C=2C=NNC2)O)N1)C1CCN(CC1)C 2-{6-[Methyl-(1-methylpiperidin-4-yl)amino][1,3]thiazolo[4,5-c]pyridazin-3-yl}-5-(1H-pyrazol-4-yl)phenol-Hydrochlorid